bis(p-aminocyclohexyl)-methane NC1CCC(CC1)CC1CCC(CC1)N